CC=1C=C2C=NC(=NC2=CC1)C#N 6-methylquinazoline-2-carbonitrile